(1R,3S,4R)-2-(7-chloro-1H-indole-2-carbonyl)-5,5-difluoro-N-((R,Z)-4-fluoro-4-(methylsulfonyl)-1-((R)-2-oxopyrrolidin-3-yl)but-3-en-2-yl)-2-azabicyclo[2.2.2]octane-3-carboxamide ClC=1C=CC=C2C=C(NC12)C(=O)N1[C@H]2CC([C@@H]([C@H]1C(=O)N[C@H](C[C@@H]1C(NCC1)=O)\C=C(/S(=O)(=O)C)\F)CC2)(F)F